C1([C@H](O)[C@@H](O)[C@H](O)[C@H](O1)CO)O[C@H]1[C@@H]([C@H](C(O[C@@H]1CO)O[C@@H](C=O)[C@@H](O)[C@H](O)[C@H](O)CO)O)O glucosyl-(1→4)-glucosyl-(1→2)-glucose